FC1(OC2=C(O1)C=CC(=C2)C=2C=C1CC(C(C1=CC2)NC(O[C@@H]2CN1CCC2CC1)=O)(CC)CC)F (S)-quinuclidin-3-yl (5-(2,2-difluorobenzo[d][1,3]dioxol-5-yl)-2,2-diethyl-2,3-dihydro-1H-inden-1-yl)carbamate